(2S)-2-amino-4-sulfobutanoic acid methyl ester hydrochloride Cl.COC([C@H](CCS(=O)(=O)O)N)=O